C(N)(=O)C=1C=C(C=CC1)NC(=O)[C@@H]1O[C@@]([C@@H]([C@@H]1C1=C(C(=C(C=C1)F)F)OC(F)F)C)(C(F)(F)F)C (2R,3R,4R,5S)-N-(3-Carbamoylphenyl)-3-[2-(Difluoromethoxy)-3,4-difluoro-phenyl]-4,5-dimethyl-5-(trifluoromethyl)tetrahydrofuran-2-carboxamid